CC=1C=C(C=CC1C)CC(C(=O)C1=CC=CC=C1)C 3-(3,4-dimethylphenyl)-2-methyl-1-phenylpropan-1-one